N1(CCCCCCC1)CCC#CC1=CC=C(C(=N1)C(=O)OC)OCC1=CC=CC=C1 Methyl 6-(4-(azocan-1-yl)but-1-yn-1-yl)-3-(benzyloxy)picolinate